ruthenium hydrogen phosphate P(=O)(O)([O-])[O-].[Ru+3].P(=O)(O)([O-])[O-].P(=O)(O)([O-])[O-].[Ru+3]